CN(CCCCCCCCSC1=C2CN(C(C2=CC=C1)=O)C1C(NC(CC1)=O)=O)C 3-(4-((8-(dimethylamino)octyl)thio)-1-oxoisoindolin-2-yl)piperidine-2,6-dione